(Z)-4-(8-(Heptadecan-9-yloxy)-8-oxooctyl) 5-(octadec-9-en-1-yl) 2-methyl-2-((1-methylpiperidin-4-yl)methyl)-1,3-dioxolane-4,5-dicarboxylate CC1(OC(C(O1)C(=O)OCCCCCCCC(=O)OC(CCCCCCCC)CCCCCCCC)C(=O)OCCCCCCCCC=CCCCCCCCC)CC1CCN(CC1)C